3-[3-(3-{2-[(E)-3,5-diamino-6-chloro-pyrazine-2-carbonylimino]-1,3,8-triaza-spiro[4.5]decane-8-carbonyl}-phenyl)-ureido]-propionic acid dipropylcarbamoylmethyl ester C(CC)N(C(=O)COC(CCNC(=O)NC1=CC(=CC=C1)C(=O)N1CCC2(CN\C(\N2)=N/C(=O)C2=NC(=C(N=C2N)N)Cl)CC1)=O)CCC